[Cl-].CO[Si](CCC[N+](C)(C)C)(OC)OC N-(3-(trimethoxysilyl)propyl)-N,N,N-trimethyl-ammonium chloride